NC=1C=C(C=NC1SSC(C)(C)C)CO (5-amino-6-(tert-butyldisulfanyl)pyridin-3-yl)methanol